C(C1=CC=CC=C1)N1N=C(C=2C1=NC(=NC2NCC2=CC=C(C=C2)F)Cl)CC 1-benzyl-6-chloro-3-ethyl-N-[(4-fluorophenyl)methyl]pyrazolo[3,4-d]pyrimidin-4-amine